OC1(CCCC=2C3=C(C(NC12)=O)SC(=C3)C=3C=NN(C3)COCC[Si](C)(C)C)C(C)C 6-hydroxy-6-isopropyl-2-(1-((2-(trimethylsilyl)ethoxy)methyl)-1H-pyrazol-4-yl)-6,7,8,9-tetrahydrothieno[2,3-c]quinolin-4(5H)-one